[Mn+2].[Cr](=O)([O-])[O-].[Sr+2].[La+3].C12CCC(CC1)N2CC(=O)C2=C(N(C1=CC(=CC=C21)CCS(=O)(=O)C)C2=CC=C(C=C2)Cl)C 2-((1S,4S)-7-azabicyclo[2.2.1]heptan-7-yl)-1-(1-(4-chlorophenyl)-2-methyl-6-(2-(methylsulfonyl)ethyl)-1H-indol-3-yl)ethan-1-one lanthanum strontium chromite manganese